C1(CCCCC1)N(C)CC1=C(C(=CC(=C1)F)F)N N-cyclohexyl-N-methyl-2-amino-3,5-difluorobenzylamine